1-methyl-4-[(dimethylamino)methyl]-2-(phenylthiomethyl)-5-hydroxy-6-bromo-1H-indole-3-carboxylic acid ethyl ester C(C)OC(=O)C1=C(N(C2=CC(=C(C(=C12)CN(C)C)O)Br)C)CSC1=CC=CC=C1